4-(piperidin-4-ylthio)benzaldehyde hydrochloride Cl.N1CCC(CC1)SC1=CC=C(C=O)C=C1